FCCN1N=C(C=C1C(=O)OCC)C ethyl 1-(2-fluoroethyl)-3-methyl-1H-pyrazol-5-carboxylate